6-aminopyridin-3-ol NC1=CC=C(C=N1)O